CC1(COC2([C@@H]1N[S@](=O)C(C)(C)C)CCNCC2)C (R)-N-((R)-3,3-dimethyl-1-oxa-8-azaspiro[4.5]decan-4-yl)-2-methylpropan-2-sulfinamide